6-(6-chloro-[1,1'-biphenyl]-2-yl-3,3',4,4',5-d5)-1-(phenyl-3,4,5-d3)dibenzo[b,d]furan-2,3,4,9-d4 ClC1=C(C(=C(C(=C1C1=CC(=C(C=C1)[2H])[2H])C1=CC=C(C=2C3=C(OC21)C(=C(C(=C3C3=CC(=C(C(=C3)[2H])[2H])[2H])[2H])[2H])[2H])[2H])[2H])[2H])[2H]